(4R,5S,7R,8R,9S,10R)-7-(hydroxymethyl)-4-((3-methoxybenzyl)amino)-9-(4-(3,4,5-trifluorophenyl)-1H-1,2,3-triazol-1-yl)-1,6-dioxaspiro[4.5]decane-8,10-diol OC[C@H]1O[C@@]2([C@@H](CCO2)NCC2=CC(=CC=C2)OC)[C@@H]([C@H]([C@H]1O)N1N=NC(=C1)C1=CC(=C(C(=C1)F)F)F)O